((6-hydroxy-5'-methyl-4-pentyl-2'-(prop-1-en-2-yl)-1',2',3',4'-tetrahydro-[1,1'-biphenyl]-2-yl)oxy)methyl acetate C(C)(=O)OCOC1=C(C(=CC(=C1)CCCCC)O)C1C(CCC(=C1)C)C(=C)C